C(C=C)OC1=CC=C(C=CC2=C(C(=CC(=C2)OC)OC)C=2N(C=CN2)C(C)CC)C=C1 2-(4-(allyloxy)styryl-4,6-dimethoxyphenyl)-1-sec-butyl-1H-imidazole